[I-].C(CCCCCCCCCCC)OC1=CC2=C(N(C=[N+]2C(C)C)C(C)C)C=C1 5-(Dodecyloxy)-1,3-diisopropyl-1H-benzo[d]imidazol-3-ium iodide